(2-((2-(1-(cyclopropylsulfonyl)-1H-pyrazol-4-yl)pyrimidin-4-yl)amino)-5-((2-(fluoromethyl)thiazol-4-yl)ethynyl)pyridin-4-yl)piperidin-4-ol C1(CC1)S(=O)(=O)N1N=CC(=C1)C1=NC=CC(=N1)NC1=NC=C(C(=C1)N1CCC(CC1)O)C#CC=1N=C(SC1)CF